P(=O)(O)(O)OC[C@@H]1[C@H]([C@H]([C@@H](O1)N1C(=O)N=C(N)C(=C1)CO)O)O 5-hydroxymethylcytidine monophosphate